C(C)OP(OCC)(=O)C1=CC=C(C=C1)CCN1C(=NC2=C1C=CC(=C2)C#N)C(NC2=CC(=NN2CC)C)=O (4-(2-(5-cyano-2-((1-ethyl-3-methyl-1H-pyrazol-5-yl)carbamoyl)-1H-benzo[d]imidazole-1-yl)ethyl)phenyl)phosphonic acid diethyl ester